CC([C@@H](C(=O)N1[C@@H]([C@H]2C([C@H]2C1)(C)C)C(=O)N[C@H](C#C)CCS(=O)(=O)C)NC(C(F)(F)F)=O)(C)C (1R,2S,5S)-3-((S)-3,3-dimethyl-2-(2,2,2-trifluoroacetamido)butanoyl)-6,6-dimethyl-N-((S)-5-(methylsulfonyl)pent-1-yn-3-yl)-3-azabicyclo[3.1.0]hexane-2-carboxamide